(6R,7S,7aS)-7-ethyl-6-fluoro-3,3-dimethyl-1,6,7,7a-tetrahydropyrrolo[1,2-c]oxazol-5-one C(C)[C@@H]1[C@H](C(N2C(OC[C@@H]21)(C)C)=O)F